C(CCC)C1=CC(=C(S1)C)C=O 5-butyl-2-methylthiophene-3-carbaldehyde